9-(4-(tert-butyl)pyridin-2-yl)-6-chloro-9H-carbazole C(C)(C)(C)C1=CC(=NC=C1)N1C2=CC=C(C=C2C=2C=CC=CC12)Cl